C(CCC)[Sn]=O butyl-(oxo)tin